3-[4-[1-(4-fluorophenyl)pyrazol-4-yl]phenyl]-5-(trifluoromethyl)-4H-1,2-oxazol-5-ol FC1=CC=C(C=C1)N1N=CC(=C1)C1=CC=C(C=C1)C1=NOC(C1)(O)C(F)(F)F